CN(C(=O)NCCC)C N,N-dimethylpropyl-urea